OC1=C(C(=CC(=C1)OC)OC)C(CCC1=CC(=C(C=C1)O)OC)O 1-(2-hydroxy-4,6-dimethoxyphenyl)-3-(3'-methoxy-4'-hydroxyphenyl)-1-propanol